5-ethyl-1,2-dimethyl-2,3-dihydro-1H-pyrrole C(C)C1=CCC(N1C)C